C(CCCCC)C1=CC=CC=C1 hexyl-benzene